NC1=NC=NN2C1=C(C=C2C=2C=C(C(=NC2)OC)C(=O)NC=2SC(=CN2)C(NCC2=C(C=CC(=C2)OC(F)(F)F)F)=O)C(F)(F)F 5-[4-amino-5-(trifluoromethyl)pyrrolo-[2,1-f][1,2,4]triazin-7-yl]-N-[5-({[2-fluoro-5-(trifluoromethoxy)phenyl]-methyl}carbamoyl)-1,3-thiazol-2-yl]-2-methoxypyridine-3-carboxamide